4-amino-N-cyclopropyl-N-((5-(trifluoromethyl)-2-pyridinyl)methyl)-1,3-dihydrofuro[3,4-c]quinoline-8-carboxamide NC1=NC=2C=CC(=CC2C2=C1COC2)C(=O)N(CC2=NC=C(C=C2)C(F)(F)F)C2CC2